CN(C(CNS(=O)(=O)C1=CC=C2C=CNC2=C1)C1=CN(C2=CC=C(C=C12)OC)C)C N-(2-(dimethylamino)-2-(5-methoxy-1-methyl-1H-indol-3-yl)ethyl)-1H-indole-6-sulfonamide